OC1COC(\C=C/C(=O)OC1)=O butenedioic acid (2Z)-2-hydroxy-1,3-propanediyl ester